2-Methyl-4-[(1-methyl-4-piperidyl)sulfonyl]aniline CC1=C(N)C=CC(=C1)S(=O)(=O)C1CCN(CC1)C